NC1=CC=C(OCC2CCN(CC2)C(=O)OC(C)(C)C)C=C1 tert-Butyl 4-((4-aminophenoxy)methyl)piperidine-1-carboxylate